FC(C(=O)O)(F)F.NCC=1SC=C2C1CN(C2=O)[C@@H]2C(NC(CCC2)=O)=O (S)-3-(1-(aminomethyl)-4-oxo-4H-thieno[3,4-c]pyrrol-5(6H)-yl)azepane-2,7-dione 2,2,2-trifluoroacetic acid salt